2-(2-(2-(dimethylamino)ethoxy)-6-fluoro-4-((R)-2-methylpiperazin-1-yl)pyrido[2,3-d]pyrimidin-7-yl)-3-fluorophenol CN(CCOC=1N=C(C2=C(N1)N=C(C(=C2)F)C2=C(C=CC=C2F)O)N2[C@@H](CNCC2)C)C